N-(3-((2-((3-((dimethylamino)methyl)phenyl)amino)-5-(4-(trifluoromethyl)phenyl)pyrimidin-4-yl)amino)-4-fluorophenyl)acrylamide CN(C)CC=1C=C(C=CC1)NC1=NC=C(C(=N1)NC=1C=C(C=CC1F)NC(C=C)=O)C1=CC=C(C=C1)C(F)(F)F